N-(4-amino-6-methyl-5-(quinolin-3-yl)-6,7,8,9-tetrahydro-[1,2,4]triazino[1,6-a]indol-8-yl)acrylamide NC1=NC=NN2C1=C(C=1C(CC(CC21)NC(C=C)=O)C)C=2C=NC1=CC=CC=C1C2